C(C)(C)(C)C1=CC=2N(C3=CC(=CC=C3C2C=C1)C(C)(C)C)C=1C(=C(C=C(C1)C(C)(CC(C)(C)C)C)C=1C(=CC=C(C1)F)O)OC1OCCCC1 3'-(2,7-di-tert-butyl-9H-carbazol-9-yl)-5-fluoro-2'-((tetrahydro-2H-pyran-2-yl)oxy)-5'-(2,4,4-trimethylpentan-2-yl)-[1,1'-biphenyl]-2-ol